7-(2,8-Dimethylimidazo[1,2-b]pyridazin-6-yl)-2-[(7S)-4-azaspiro[2.5]octan-7-yl]thiazolo[3,2-a]pyrimidin-5-on CC=1N=C2N(N=C(C=C2C)C=2N=C3N(C(C2)=O)C=C(S3)[C@H]3CCNC2(CC2)C3)C1